2-(6-fluoro-2-hydroxy-3-methoxyphenyl)-4(s)-methylimidazole FC1=CC=C(C(=C1C=1NC=C(N1)C)O)OC